C(C)C1=NC=C(C(=N1)CC)C1=CC(=C2C(=C(C=NC2=C1)S(=O)(=O)N)NC=1C=C(C(=O)O)C=C(C1)N1CCOCC1)F 3-((7-(2,4-diethylpyrimidin-5-yl)-5-fluoro-3-aminosulfonylquinolin-4-yl)amino)-5-morpholinobenzoic acid